N-(2,4-difluoro-3-(N-(prop-2-yn-1-yl)-2-(trifluoromethoxy)acetamido)phenyl)benzamide FC1=C(C=CC(=C1N(C(COC(F)(F)F)=O)CC#C)F)NC(C1=CC=CC=C1)=O